3-methoxyphenyl-piperazine-1-carboxylate COC=1C=C(C=CC1)OC(=O)N1CCNCC1